tert-butyl 2-(1-(7-methoxyquinazolin-4-yl)azetidin-3-yl)ethylcarbamate COC1=CC=C2C(=NC=NC2=C1)N1CC(C1)CCNC(OC(C)(C)C)=O